(1S)-2-amino-1-[2-[2-(5-cyclopropyl-2-methylpyrazol-3-yl)oxy-4-fluorophenyl]pyrimidin-5-yl]ethanol NC[C@@H](O)C=1C=NC(=NC1)C1=C(C=C(C=C1)F)OC=1N(N=C(C1)C1CC1)C